FC1=C(C=CC=C1)C=1N=C(N2C1SC=C2)C2=CC=C(C#N)C=C2 4-(7-(2-fluorophenyl)imidazo[5,1-b]thiazol-5-yl)benzonitrile